1-Hydroxy-6-methoxypyrene OC1=CC=C2C=CC3=C(C=CC4=CC=C1C2=C34)OC